C(#N)C=1C(=NC=CN1)N[C@H](C(=O)O)CCN(CCCCC1=NC=2NCCCC2C=C1)CCOC (S)-2-((3-cyanopyrazin-2-yl)amino)-4-((2-methoxyethyl)(4-(5,6,7,8-tetrahydro-1,8-naphthyridin-2-yl)butyl)amino)butanoic acid